8'-Bromo-3'-isopropylspiro[cyclopropane-1,1'-pyrrolo[2,3-c]quinolin]-2'(3'H)-one BrC1=CC=2C3=C(C=NC2C=C1)N(C(C31CC1)=O)C(C)C